FCCOCCOC=1C=C(C=CC1)[C@H](C1CCN(CC1)C(=O)C=1C=CC2=C(NC(CO2)=O)C1)C1=CC=CC=C1 |r| rac-6-[4-[[3-[2-(2-Fluoroethoxy)ethoxy]phenyl]-phenyl-methyl]piperidine-1-carbonyl]-4H-1,4-benzoxazin-3-one